2-[(1R,6R)-6-isopropenyl-3-methylcyclohex-2-en-1-yl]5-pentylbenzene-1,3-diol C(=C)(C)[C@@H]1CCC(=C[C@H]1C1=C(C=C(C=C1O)CCCCC)O)C